Hydroxymethyl-furfurylideneacetone OCC(C(C)=O)=CC1=CC=CO1